C(C)N(C(=O)NC=1C=NC2=CC=CC=C2C1)C 1-ethyl-1-methyl-3-quinolin-3-ylurea